S(=O)(=O)(C1=CC=C(C)C=C1)CC(C)=NN tosylacetone hydrazone